C(C)C1=CC(=NC=C1)NC1=CC(=NC(=N1)C=1C=NC=CC1)N1CC2(C1)CCN(CC2)C(C)=O 1-(2-(6-((4-ethylpyridin-2-yl)amino)-2-(pyridin-3-yl)pyrimidin-4-yl)-2,7-diazaspiro[3.5]nonan-7-yl)ethan-1-one